(1-amino-5-(tert-butoxy)-1,5-dioxopentan-2-yl)-6'-oxo-1',6',7',8'-tetrahydro-2'H-spiro[piperidine-4,3'-pyrrolo[3,4-G]indole]-1-carboxylic acid phenylmethyl ester C1(=CC=CC=C1)COC(=O)N1CCC2(CN(C3=C4C(=CC=C23)C(NC4)=O)C(C(=O)N)CCC(=O)OC(C)(C)C)CC1